CS(=O)(=O)C1=NC=CC(=N1)N1C(C2=CC=CC(=C2CC1)OC1=CC=C(C=C1)C(F)(F)F)=O 2-(2-(methylsulfonyl)pyrimidin-4-yl)-5-(4-(trifluoromethyl)phenoxy)-3,4-dihydroisoquinolin-1(2H)-one